methyl (1r,4r)-4-(3-chloroanilino)-2'-[3-hydroxy-2-(hydroxymethyl)propyl]spiro[cyclohexane-1,1'-indene]-4-carboxylate ClC=1C=C(NC2(CCC3(C(=CC4=CC=CC=C34)CC(CO)CO)CC2)C(=O)OC)C=CC1